3-{4-[(6-amino-4-pyrimidinyl)oxy]-2-methylphenyl}-1-[3-(trifluoromethyl)phenyl]-2,4-imidazolidinedione trifluoroacetate FC(C(=O)O)(F)F.NC1=CC(=NC=N1)OC1=CC(=C(C=C1)N1C(N(CC1=O)C1=CC(=CC=C1)C(F)(F)F)=O)C